methyl (S)-4-((R)-4-amino-4-oxo-2-tetradecanamidobutanamido)-2-methylbutanoate NC(C[C@H](C(=O)NCC[C@@H](C(=O)OC)C)NC(CCCCCCCCCCCCC)=O)=O